CC=1C=CC=2C=3C=CC(=C4C(=CC=C(C5=CC=C(C1C52)C)C43)C)C 3,4,9,10-tetramethylperylene